(oxazolidin-3-yl)ethanol methyl-4-nitro-3-[[3-(2,2,2-trifluoroethyl)imidazol-4-yl]methylamino]benzoate CC1=C(C(=O)OC(C)N2COCC2)C=CC(=C1NCC=1N(C=NC1)CC(F)(F)F)[N+](=O)[O-]